BrCC(=O)NC1=CC(=CC(=C1)NC(CBr)=O)NC(CBr)=O 1,3,5-tris(bromoacetamido)benzene